1-bromo-2-(2-methylphenyl)acetylene BrC#CC1=C(C=CC=C1)C